N[C@H](CC1=C(C(=O)O)C=CC=C1)C(=O)O (R)-2-(2-amino-2-carboxyethyl)benzoic acid